2-(4-amino-4-phenylpiperidin-1-yl)-5-(7-chloro-2-methylbenzo[d]thiazol-6-yl)-7H-pyrrolo[2,3-d]pyrimidine-4-carboxamide NC1(CCN(CC1)C=1N=C(C2=C(N1)NC=C2C2=C(C1=C(N=C(S1)C)C=C2)Cl)C(=O)N)C2=CC=CC=C2